FC1=C(C(=O)N2C[C@H](N([C@@H](C2)C)C(=O)C2=CC(=C(C=C2)OC)F)C)C=CC(=C1)OC ((2R,6R)-4-(2-fluoro-4-methoxybenzoyl)-2,6-dimethylpiperazin-1-yl)(3-fluoro-4-methoxyphenyl)methanone